[(2R)-oxolan-2-yl]methyl N-{[2-(2,6-dioxopiperidin-3-yl)-3-oxo-2,3-dihydro-1H-isoindol-5-yl]methyl}carbamate O=C1NC(CCC1N1CC2=CC=C(C=C2C1=O)CNC(OC[C@@H]1OCCC1)=O)=O